bis((4R,4aS,7aR,12bS)-3-(cyclopropylmethyl)-4a-hydroxy-7-oxo-2,3,4,4a,5,6,7,7a-octahydro-1H-4,12-methanobenzofuro[3,2-e]isoquinolin-9-yl) 3-ethyl-3-methylpentanedioate C(C)C(CC(=O)OC1=CC=C2C3=C1O[C@@H]1[C@]34CCN([C@@H]([C@@]4(CCC1=O)O)C2)CC2CC2)(CC(=O)OC2=CC=C1C4=C2O[C@@H]2[C@]43CCN([C@@H]([C@@]3(CCC2=O)O)C1)CC1CC1)C